methyl (1R,2S,5S)-3-[(2S)-4,4-difluoro-2-[[(3R)-tetrahydrofuran-3-carbonyl]amino]butanoyl]-6,6-dimethyl-3-azabicyclo[3.1.0]hexane-2-carboxylate FC(C[C@@H](C(=O)N1[C@@H]([C@H]2C([C@H]2C1)(C)C)C(=O)OC)NC(=O)[C@H]1COCC1)F